C(C)(C)(C)OC(=O)N1CCC(CC1)O[C@H]1CN(C[C@@H](C1)OC=1C=C2C(N(C(C2=CC1)=O)C1C(NC(CC1)=O)=O)=O)C 4-[[(3R,5R)-5-[[2-(2,6-dioxopiperidin-3-yl)-1,3-dioxoisoindol-5-yl]oxy]-1-methylpiperidin-3-yl]oxy]piperidine-1-carboxylic acid tert-butyl ester